2-benzyl 1-(tert-butyl) (2S,4R)-4-fluoro-4-(((methylsulfonyl)oxy)methyl)pyrrolidine-1,2-dicarboxylate F[C@@]1(C[C@H](N(C1)C(=O)OC(C)(C)C)C(=O)OCC1=CC=CC=C1)COS(=O)(=O)C